C1(=CC=CC=C1)C1=C(C=CC(=C1)N)C1=CC=C(N)C=C1 (Phenyl)-benzidine